NP1(=NP(=NP(=N1)(F)F)(F)F)N diaminotetrafluorocyclotriphosphazene